OC=1C(C(C(C1O)=O)=O)=O 4,5-dihydroxycyclopentenetrione